C[C@@H]1O[C@@H](CN(C1)C1=CC=CC(=N1)C1=NC2=CC(=NC=C2C=C1)CNC(=O)C1=CC=C2CCNC2=C1)C N-((2-(6-((cis)-2,6-dimethylmorpholino)pyridin-2-yl)-1,6-naphthyridin-7-yl)methyl)indoline-6-carboxamide